(R)-(5-chloro-2-methoxyphenyl)(1-(benzenesulfonyl)-1H-indol-2-yl)methanamine ClC=1C=CC(=C(C1)[C@@H](N)C=1N(C2=CC=CC=C2C1)S(=O)(=O)C1=CC=CC=C1)OC